FC(C#CC(=O)OC(C#CC(F)(F)F)=O)(F)F 4,4,4-trifluoro-2-butynoic anhydride